5-(4-methoxyphenyl)-2-aminobenzoxazole COC1=CC=C(C=C1)C=1C=CC2=C(N=C(O2)N)C1